methyl-azetidine-1-carboxylic acid CC1N(CC1)C(=O)O